tert-butyl (3R,5S)-4-(2-((4-(2,6-dioxopiperidin-3-yl)pyridin-2-yl)amino)-2-oxoethyl)-3,5-dimethylpiperazine-1-carboxylate O=C1NC(CCC1C1=CC(=NC=C1)NC(CN1[C@@H](CN(C[C@@H]1C)C(=O)OC(C)(C)C)C)=O)=O